FC(C=1C(=C(C=CC1)[C@@H](C)NC=1C2=C(N=C(N1)C)N=CC(=C2)C=2CCN(CC2)C(C)=O)F)F 1-{4-[4-({(1R)-1-[3-(difluoromethyl)-2-fluorophenyl]ethyl}amino)-2-methylpyrido[2,3-d]pyrimidin-6-yl]-3,6-dihydropyridin-1(2H)-yl}ethan-1-one